tert-butyl (4-carbamimidoylbenzyl)carbamate acetate C(C)(=O)O.C(N)(=N)C1=CC=C(CNC(OC(C)(C)C)=O)C=C1